6,7-Dimethoxy-4-(4-phenylbut-1-ynyl)quinazoline COC=1C=C2C(=NC=NC2=CC1OC)C#CCCC1=CC=CC=C1